(2S)-N-(2-(2,6-dioxopiperidin-3-yl)-1-oxoisoindolin-5-yl)-2-(ethoxymethyl)indoline-1-carboxamide O=C1NC(CCC1N1C(C2=CC=C(C=C2C1)NC(=O)N1[C@@H](CC2=CC=CC=C12)COCC)=O)=O